F[C@@H](C(=O)NC1=C(C=C(C=C1)NCC1=CC=C(C=C1)C(F)(F)F)N1CCCCC1)[C@@H](CCCCC)F (2S,3R)-2,3-Difluoro-N-(2-(piperidin-1-yl)-4-((4-(trifluoromethyl)benzyl)amino)phenyl)octanamid